3-[(5-chloropyridin-2-yl)sulfanyl]-N-hydroxypyridazine-4-carboximidamide ClC=1C=CC(=NC1)SC=1N=NC=CC1C(NO)=N